C(#N)C1(CC2=CC=CC(=C2)C)CC(=CC=C1)C#N 1,3-dicyanobenzyl-5-methylbenzene